C(C1=CC=CC=C1)C=1N=C(N(C1)COCC[Si](C)(C)C)C=1N=CN2C1C=NC(=C2)C=2C(=C(C=CC2F)NS(=O)(=O)C=2C(=NC=C(C2)F)OC)F N-[3-[1-(4-benzyl-1-[[2-(trimethylsilyl)ethoxy]methyl]imidazol-2-yl)imidazo[1,5-a]pyrazin-6-yl]-2,4-difluorophenyl]-5-fluoro-2-methoxypyridine-3-sulfonamide